8-(naphthalene-1-yl)-naphthalene C1(=CC=CC2=CC=CC=C12)C=1C=CC=C2C=CC=CC12